C(C)C1=NC=2C(=CC(=CC2C=2N1C=NN2)C)C(C)N[S@](=O)C(C)(C)C (R)-N-(1-{5-ethyl-9-methyl-[1,2,4]triazolo[4,3-c]quinazolin-7-yl}ethyl)-2-methylpropane-2-sulfinamide